N,N'-Dibenzoyloxyadipamide C(C1=CC=CC=C1)(=O)ONC(CCCCC(=O)NOC(C1=CC=CC=C1)=O)=O